3-{4-[(2-cyclopropylethyl)[(1r,4r)-4-(oxetan-3-ylamino)cyclohexyl]amino]-1-oxo-3H-isoindol-2-yl}piperidine-2,6-dione C1(CC1)CCN(C1=C2CN(C(C2=CC=C1)=O)C1C(NC(CC1)=O)=O)C1CCC(CC1)NC1COC1